N-[(3R)-1-benzylpyrrolidin-3-yl]-2-[4-({[(4-chlorophenyl)methyl]amino}carbonylamino)phenyl]-N-methylacetamide C(C1=CC=CC=C1)N1C[C@@H](CC1)N(C(CC1=CC=C(C=C1)NC(=O)NCC1=CC=C(C=C1)Cl)=O)C